NC=1C=C(C=CC1N)C1=CC=C(C=C1)F 3',4'-diamino-4-fluoro-[1,1'-biphenyl]